C(=O)C=1C(=CC2=C(OCO2)C1)OB(O)O (6-formylbenzo[d][1,3]dioxol-5-yl)Boric acid